(E)-N'-[8-chloro-4-cyclopropyl-2-[7-fluoro-2-(oxan-2-yl)indazole-4-carbonyl]naphthalen-1-yl]-N,N-dimethylmethanimidamide ClC=1C=CC=C2C(=CC(=C(C12)/N=C/N(C)C)C(=O)C=1C2=CN(N=C2C(=CC1)F)C1OCCCC1)C1CC1